(1r,4r)-4-((5-(1-(2,2-difluoroethyl)-2-methyl-1H-imidazo[4,5-b]pyridin-6-yl)-7H-pyrrolo[2,3-d]pyrimidin-2-yl)amino)-1-methylcyclohexan-1-ol FC(CN1C(=NC2=NC=C(C=C21)C2=CNC=1N=C(N=CC12)NC1CCC(CC1)(O)C)C)F